1-(8Z,11Z,14Z-eicosatrienoyl)-2-(9Z-heptadecenoyl)-glycero-3-phospho-(1'-sn-glycerol) CCCCCCC/C=C\CCCCCCCC(=O)O[C@H](COC(=O)CCCCCC/C=C\C/C=C\C/C=C\CCCCC)COP(=O)(O)OC[C@H](CO)O